N[C@]1(CN(CCC1)C=1C(=CC(=NC1)C1=CC=C(C=C1)F)CN1C2=NC=NC(=C2N=C1)N)COCC(F)(F)F (R)-9-((5-(3-amino-3-((2,2,2-trifluoroethoxy)methyl)piperidin-1-yl)-2-(4-fluorophenyl)pyridin-4-yl)methyl)-9H-purin-6-amin